[Br-].[Ca+2].[Br-].[K+] potassium bromide calcium bromide